4-(4-(3,8-diazabicyclo-[3.2.1]octan-3-yl)-6-chloro-2-((1-((dimethylamino)-methyl)cyclopropyl)meth-oxy)-8-fluoroquinazolin-7-yl)-7-fluorobenzo[d]thiazol-2-amine C12CN(CC(CC1)N2)C2=NC(=NC1=C(C(=C(C=C21)Cl)C2=CC=C(C1=C2N=C(S1)N)F)F)OCC1(CC1)CN(C)C